N-[(6S)-2,4-dimethyl-5-oxo-7,8-dihydro-6H-pyrazolo[1,5-a][1,3]diazepin-6-yl]-1-tetrahydropyran-4-yl-pyrazolo[3,4-d]pyrimidine-6-carboxamide CC1=NN2C(N(C([C@H](CC2)NC(=O)C2=NC=C3C(=N2)N(N=C3)C3CCOCC3)=O)C)=C1